Methyl 4-nitro-2-(4-[(2-cyanobenzyl) (1-tetrahydro-2H-pyran-2-yl-1H-indazol-5-yl)amino]carbonyl-1,5-dimethyl-1H-pyrrol-2-yl)benzoate [N+](=O)([O-])C1=CC(=C(C(=O)OC)C=C1)C=1N(C(=C(C1)C(=O)N(C=1C=C2C=NN(C2=CC1)C1OCCCC1)CC1=C(C=CC=C1)C#N)C)C